5-fluoro-2-methyl-4-(trifluoromethyl)aniline FC=1C(=CC(=C(N)C1)C)C(F)(F)F